9-(4-hydroxyethoxyphenyl)thianthrene hexafluorophosphate F[P-](F)(F)(F)(F)F.OCCOC1=CC=C(C=C1)C=1C=CC=C2SC=3C=CC=CC3SC12